C(C)N(C(=O)[C@]1(CN(C)[C@@H]2CC3=CN(C4=CC=CC(C2=C1)=C34)CC)C(N)=O)CC 1-ethyl-carbamoyl-lysergic acid diethylamide